9-(spiro[fluorene-9,9'-thioxanthen]-2-yl)-9H-carbazole C1=CC=CC=2SC3=CC=CC=C3C3(C12)C1=CC=CC=C1C=1C=CC(=CC13)N1C3=CC=CC=C3C=3C=CC=CC13